FC=1C=C(C=CC1)[C@H]1N(CCC(C1)NC(C(F)(F)F)=O)C(=O)OC(C)(C)C tert-Butyl (2S)-2-(3-fluorophenyl)-4-(2,2,2-trifluoroacetamido)piperidine-1-carboxylate